C(#N)C=1N(C2=CC=C(C(=C2C1)C)CN1CCC2(CN(C2)C2=NC=NC3=CC=C(C=C23)CC(F)(F)F)CC1)CC12CC(C1)(C2)NC=O (3-{[2-Cyano-4-methyl-5-({2-[6-(2,2,2-trifluoroethyl)quinazolin-4-yl]-2,7-diazaspiro[3.5]non-7-yl}methyl)-1H-indol-1-yl]methyl}bicyclo[1.1.1]pent-1-yl)formamide